N-methyl-3,3-dipropyl-aniline CNC=1CC(C=CC1)(CCC)CCC